CS(=O)(=O)OCC1CC2(CN(C2)C(=O)OC(C)(C)C)C1 Tert-butyl 6-[(methanesulfonyloxy)methyl]-2-azaspiro[3.3]heptane-2-carboxylate